4-(hydroxymethyl)furan-2-carbaldehyde OCC=1C=C(OC1)C=O